2-(2-((3R,4R)-3-Amino-4-fluoropiperidin-1-yl)-6-fluoro-1H-benzo[d]imidazol-1-yl)-N-((R)-1-cyanopropan-2-yl)acetamid N[C@@H]1CN(CC[C@H]1F)C1=NC2=C(N1CC(=O)N[C@@H](CC#N)C)C=C(C=C2)F